[Si](C)(C)(C(C)(C)C)OC1C(CCOCC1)O 5-((tert-butyldimethylsilyl)oxy)oxepan-4-ol